O=C1CCC(C)(C)C(=C1C)\C=C\C(\C)=C\C=C\C(\C)=C\C=C\C=C(/C)\C=C\C=C(/C)\C=C\C=C(/C)\CCC=C(C)C 4-Keto-γ-carotene